ClC1=C2C=CC(=NC2=CC(=N1)Cl)CN1CCN(CC1)C 5,7-dichloro-2-((4-methylpiperazin-1-yl)methyl)-1,6-naphthyridine